pyridine-2,5-dicarboxylic acid N1=C(C=CC(=C1)C(=O)O)C(=O)O